6-chloro-4-[(4-methoxyphenyl)methoxy]-3-methyl-pyridazine ClC1=CC(=C(N=N1)C)OCC1=CC=C(C=C1)OC